N1(C=CC2=CC=CC=C12)C(C)=O 1-(1H-indol-1-yl)ethan-1-one